C1(=CC=C(C=C1)C(CC(=O)C1=CC=CC=C1)=O)C1=CC=CC=C1 1-(4-biphenylyl)-3-phenyl-1,3-propanedione